NCC(=O)O.C(C)(=O)OC=1C(C(=O)O)=CC=CC1 acetylsalicylic acid, glycinate salt